C1C(=C(CC2=CC=CC=C12)C(=O)O)C(=O)O 1,4-dihydronaphthalene-2,3-dicarboxylic acid